The molecule is an organophosphate oxoanion that is the conjugate base of O-phosphoethanolamine arising from deprotonation of the phosphate OH groups and protonation of the amino group; major species at pH 7.3. It has a role as a human metabolite and a Saccharomyces cerevisiae metabolite. It is a conjugate base of an O-phosphoethanolamine. C(COP(=O)([O-])[O-])[NH3+]